3-(4-(Benzylamino)phenoxy)benzamide C(C1=CC=CC=C1)NC1=CC=C(OC=2C=C(C(=O)N)C=CC2)C=C1